Methyl (R)-3-(2-((6-(3-(2-ethoxyphenoxy)piperidin-1-yl)pyrazin-2-yl)amino)-2-oxoethyl)benzoate C(C)OC1=C(O[C@H]2CN(CCC2)C2=CN=CC(=N2)NC(CC=2C=C(C(=O)OC)C=CC2)=O)C=CC=C1